CN(C)CC1=CC=C(C=C1)S(=O)(=O)NC(CC1=C(C=C(C=C1C(C)C)C1CCC(CC1)(C)C)C(C)C)=O N-{4-[(dimethylamino)methyl]benzene-sulfonyl}-2-[4-(4,4-dimethylcyclohexyl)-2,6-bis(propan-2-yl)phenyl]acetamide